C1(CCCCC1)C1(C=CC=C1)[Ti](C1=CC=C(C=C1)C)(C1=CC=C(C=C1)C)C1(C=CC=C1)C1CCCCC1 bis-(cyclohexyl-cyclopentadienyl)di-p-tolyltitanium